COC=1C=CC2=C(CC(NCC2C)=O)C1 8-methoxy-5-methyl-1,3,4,5-tetrahydro-2H-benzo[d]azepin-2-one